tert-butyl (3S)-7-hydroxy-3-[(1R)-1-hydroxy-2-[[4-(3-oxa-9-azabicyclo[3.3.1]nonane-9-carbonyl)-benzoyl]amino]ethyl]-3,4-dihydro-1H-isoquinoline-2-carboxylate OC1=CC=C2C[C@H](N(CC2=C1)C(=O)OC(C)(C)C)[C@@H](CNC(C1=CC=C(C=C1)C(=O)N1C2COCC1CCC2)=O)O